(2R)-2-[(2S)-4-[6-bromo-7-fluoro-1-(2-trimethylsilylethoxymethyl)pyrrolo[3,2-c]pyridin-4-yl]piperazin-2-yl]-3-methyl-butan-2-ol BrC1=C(C2=C(C(=N1)N1C[C@H](NCC1)[C@@](C)(C(C)C)O)C=CN2COCC[Si](C)(C)C)F